FC=1C=C(C=C(C1NC(=O)C1=C(CCC1)C(=O)O)F)C1=CC(=CC=C1)OC([2H])([2H])[2H] 2-((3,5-difluoro-3'-(methoxy-d3)-[1,1'-biphenyl]-4-yl)carbamoyl)cyclopent-1-ene-1-carboxylic acid